2-((4-(6-fluoropyridin-2-yl)thiazol-2-yl)amino)-2-oxoethane FC1=CC=CC(=N1)C=1N=C(SC1)NC(C)=O